(2S)-1,1-dicyclohexyl-3-((2-((R)-4-isopropyl-2-oxoimidazolidin-1-yl)-2-(o-tolylcarbamoyl)-2,3-dihydro-1H-inden-5-yl)amino)-3-oxopropan-2-yl-carbamic acid benzyl ester C(C1=CC=CC=C1)OC(N[C@@H](C(C1CCCCC1)C1CCCCC1)C(=O)NC=1C=C2CC(CC2=CC1)(C(NC1=C(C=CC=C1)C)=O)N1C(N[C@@H](C1)C(C)C)=O)=O